C(C)(C)(C)OC(=O)N1CCC2(CCN2)CC1 1,7-diazaspiro[3.5]nonane-7-carboxylic acid tert-butyl ester